(2-(6-ethoxypyridin-3-yl)-8-methoxy-2,3-dihydrobenzo[b][1,4]dioxin-6-yl)methanol C(C)OC1=CC=C(C=N1)C1COC2=C(O1)C(=CC(=C2)CO)OC